Cl.NC[C@@H]1CCC(N1C)=O (S)-5-(aminomethyl)-1-methylpyrrolidin-2-one hydrochloride